COC1=NC=CC2=C(C=CC=C12)N1N=CC=C1C(F)(F)F 1-(1-methoxyisoquinolin-5-yl)-5-(trifluoromethyl)-1H-pyrazol